C(#N)[C@]1(CC12CC2)C=2C=C1C=C(N=CC1=CC2)NC(CC2=CC(=CC=C2)C(C)(C)O)=O (S)-N-(6-(1-cyanospiro[2.2]pentan-1-yl)isoquinolin-3-yl)-2-(3-(2-hydroxypropan-2-yl)phenyl)acetamide